3-chloro-5-(2-chloro-8,8-dimethyl-7,8-dihydro-6H-cyclopenta[e]pyrazolo[1,5-a]pyrimidine-6-carboxamido)picolinic acid ClC=1C(=NC=C(C1)NC(=O)C1CC(C2=C1C=NC=1N2N=C(C1)Cl)(C)C)C(=O)O